N1=C(C=CC=2CCCNC12)CCCN1C[C@@H](CCC1)C(=O)NC[C@@H](C(=O)O)NC=1C2=C(N=CN1)C=CS2 (2S)-3-[[(3R)-1-[3-(5,6,7,8-tetrahydro-1,8-naphthyridin-2-yl)propyl]piperidine-3-carbonyl]amino]-2-(thieno[3,2-d]pyrimidin-4-ylamino)propionic acid